NC1=C(C=CC=C1)[C@H]1[C@@H](OC(O1)(C)C)CNS(O)(=O)=O.[N+](=O)([O-])C=1C=C(C=CC1NCCSC1=CC=CC=C1)S(=O)(=O)NC(=O)C=1N=NC(=CC1)N1CCNCC1 N-[3-Nitro-4-(2-phenylsulfanylethylamino)phenyl]sulfonyl-6-piperazin-1-ylpyridazine-3-carboxamide ((4S,5S)-5-(2-aminophenyl)-2,2-dimethyl-1,3-dioxolan-4-yl)methyl-sulfamate